C12OCC(C=C1)C2 OXABICYCLO[2.2.1]HEPT-5-ENE